OC(CCC=1N=C2N(C=C(C(=C2)OC)NC(=O)C=2C(N(C=CC2)C(C)C)=O)C1)(C)C N-[2-(3-hydroxy-3-methyl-butyl)-7-methoxy-imidazo[1,2-a]pyridin-6-yl]-1-isopropyl-2-oxo-pyridine-3-carboxamide